COC[C@@H]1N(CC(=C1)B1OC(C(O1)(C)C)(C)C)C(=O)OC(C)(C)C tert-butyl (R)-2-(methoxymethyl)-4-(4,4,5,5-tetramethyl-1,3,2-dioxaborolan-2-yl)-2,5-dihydro-1H-pyrrole-1-carboxylate